2,3-dimethyl-1,4-bis(2-hydroxypropoxy)naphthalene CC1=C(C2=CC=CC=C2C(=C1C)OCC(C)O)OCC(C)O